5H-pyrrolo[3,2-D]pyrimidine N1=CN=CC2=C1C=CN2